2-thiazol-4-yl-1H-benzoimidazole S1C=NC(=C1)C1=NC2=C(N1)C=CC=C2